(R)-1-Methoxypropan-2-yl-6-(1-(4-fluorobenzamido)ethyl)-3,4-dihydro-1,5-naphthyridin-1(2H)-carboxylat COC[C@@H](C)OC(=O)N1CCCC2=NC(=CC=C12)C(C)NC(C1=CC=C(C=C1)F)=O